tert-butyl (3R*,4R*)-4-amino-3-(4-chlorophenyl)piperidine-1-carboxylate p-toluenesulfonate CC1=CC=C(C=C1)S(=O)(=O)O.N[C@H]1[C@@H](CN(CC1)C(=O)OC(C)(C)C)C1=CC=C(C=C1)Cl |o1:12,13|